CC1=[N+](C=CC=C1)[O-] 2-methylpyridine-1-oxide